ethyl 2-[(3S)-3-[2-[2-fluoro-5-[(6-fluoro-4-methyl-1H-indol-5-yl)oxy]phenyl]-1H-imidazol-5-yl]-3-methyl-2H-benzofuran-7-yl]acetate FC1=C(C=C(C=C1)OC=1C(=C2C=CNC2=CC1F)C)C=1NC(=CN1)[C@]1(COC2=C1C=CC=C2CC(=O)OCC)C